NC1CCC(CC1)NC1=NC2=C(C=C(C=C2C=N1)C=1C(=CC(=NC1)NS(=O)(=O)C1=C(C=CC=C1)Cl)OC)CC N-(5-(2-(((1r,4r)-4-aminocyclohexyl)amino)-8-ethylquinazolin-6-yl)-4-methoxypyridin-2-yl)-2-chlorobenzene-sulfonamide